C(C)(C)(C)C1C(=C(C(CN2C(N(C(N(C2=O)CC=2C(=C(C(C(C2CC)(CC)C)C(C)(C)C)O)C)=O)CC=2C(=C(C(C(C2CC)(CC)C)C(C)(C)C)O)C)=O)=C(C1(C)CC)CC)C)O 1,3,5-tris(4-t-butyl-5,6-diethyl-3-hydroxy-2,5-dimethylbenzyl)-1,3,5-triazine-2,4,6(1H,3H,5H)-trione